CN1N=C(C=C1C)NC1=NC=C(C(=N1)C1=CNC2=C(C=CC=C12)NC(CN1C[C@H](CC1)OC1=NC(=NC=C1)NCCF)=O)C (S)-N-(3-(2-((1,5-dimethyl-1H-pyrazol-3-yl)amino)-5-methylpyrimidin-4-yl)-1H-indol-7-yl)-2-(3-((2-((2-fluoroethyl)amino)pyrimidin-4-yl)oxy)pyrrolidin-1-yl)acetamide